2-hydroxy-4-thiazolidinone OC1SCC(N1)=O